1,1-dimethylheptanethiol CC(CCCCCC)(S)C